2-chloro-5-[3-[2-methyl-5-(1,1,2,2,2-pentafluoroethyl)-4-(trifluoromethyl)pyrazol-3-yl]isoxazol-5-yl]-N-(3,3,3-trifluoropropyl)benzamide ClC1=C(C(=O)NCCC(F)(F)F)C=C(C=C1)C1=CC(=NO1)C=1N(N=C(C1C(F)(F)F)C(C(F)(F)F)(F)F)C